2-glyceryl-acetolactone C(C(O)CO)C1C(=O)O1